COCC1(CCC(CC1)C=1C(=NN2C1CN(CC2)C(=O)C2(COC2)C(C)(F)F)CN(CCNC)C)COC (3-(4,4-bis(methoxymethyl)-cyclohexyl)-2-((methyl(2-(methylamino)ethyl)amino)-methyl)-6,7-dihydropyrazolo-[1,5-a]pyrazin-5(4H)-yl)(3-(1,1-difluoroethyl)oxetan-3-yl)methanone